heptyl 3-ethyl-13-hexyl-7-(2-hydroxyethyl)-11-oxo-10,12-dioxa-3,7-diazaoctadecane-18-oate C(C)N(CC)CCCN(CCOC(OC(CCCCC(=O)OCCCCCCC)CCCCCC)=O)CCO